(2,4-pentanedione) zirconium [Zr].CC(CC(C)=O)=O